3-(3-chloro-5-(trifluoromethyl)phenyl)isoxazolidine ClC=1C=C(C=C(C1)C(F)(F)F)C1NOCC1